methyl 4-(3-hydroxy-2-methylpropyl)-benzoate OCC(CC1=CC=C(C(=O)OC)C=C1)C